C1(=CC=CC=C1)C=1C(=C2C(=CC1)N=C1C=CC3=C4C=CC=CC4=NC3=C12)C1=CC=CC=C1 diphenyl-indolocarbazole